6-((3-(trifluoromethoxy)phenyl)-ethynyl)pyridine FC(OC=1C=C(C=CC1)C#CC1=CC=CC=N1)(F)F